The molecule is tetracycline which lacks the methyl substituent at position 7 and in which the hydrogen para- to the phenolic hydroxy group is substituted by chlorine. Like tetracycline, it is an antibiotic, but being excreted more slowly, effective blood levels are maintained for longer. It is used (mainly as the hydrochloride) for the treatment of Lyme disease, acne and bronchitis, as well as for hyponatraemia (low blood sodium concentration) due to the syndrome of inappropriate antidiuretic hormone (SIADH) where fluid restriction alone has been ineffective. It has a role as an antibacterial drug. CN(C)[C@H]1[C@@H]2C[C@@H]3[C@@H](C4=C(C=CC(=C4C(=C3C(=O)[C@@]2(C(=C(C1=O)C(=O)N)O)O)O)O)Cl)O